OC1=C(C=O)C=CC(=C1O)C=O 2,3-dihydroxy-terephthalaldehyde